O=C(CCCCCCCC(=O)OCCC(CCCCCC)CCCCCC)CCCCCCCC(=O)OCCCCCCCCC 1-(3-hexylnonyl) 17-nonyl 9-oxoheptadecanedioate